(1,3-bis(2,4,6-trimethylphenyl)-2-imidazolidinylidene)dichloro(phenylmethylene)(tricyclohexylphosphine) CC1=C(C(=CC(=C1)C)C)N1C(N(CC1)C1=C(C=C(C=C1C)C)C)=C1C(C(C(CC1)(P(C1CCCCC1)C1CCCCC1)Cl)=CC1=CC=CC=C1)Cl